C1(CC1)C1=C(C=CC=C1CC(=O)N[C@H]1C(CCC[C@@H]1OC1CCN(CC1)C(C)C)(F)F)C1=CC(=CC(=C1)F)F 2-(2-cyclopropyl-3',5'-difluoro-[1,1'-biphenyl]-3-yl)-N-((1R,6S)-2,2-difluoro-6-((1-isopropylpiperidin-4-yl)oxy)cyclohexyl)acetamide